ClC=1C=C(C#N)C=C(C1)CCN1C[C@H](NCC1)COC1=CC=C(C=C1)[S@@](=O)(=NC)C 3-chloro-5-{2-[(3S)-3-({4-[(R)-methyl(methylimino)oxo-λ6-sulfanyl]phenoxy}methyl)piperazin-1-yl]ethyl}benzonitrile